9,9',9'',9'''-(3-(2,6-dimethylpyridin-4-yl)-6-(6-phenylpyridin-2-yl)benzene-1,2,4,5-tetrayl)tetrakis(9H-carbazole) CC1=NC(=CC(=C1)C=1C(=C(C(=C(C1N1C2=CC=CC=C2C=2C=CC=CC12)N1C2=CC=CC=C2C=2C=CC=CC12)C1=NC(=CC=C1)C1=CC=CC=C1)N1C2=CC=CC=C2C=2C=CC=CC12)N1C2=CC=CC=C2C=2C=CC=CC12)C